ON=C(N)C1=NC=CC=C1 N'-hydroxypyridineformamidine